(2R,6R)-6-methyl-N-[(4-methylmorpholin-2-yl)methyl]-4-[8-(trifluoromethyl)-5-quinolinyl]morpholine-2-carboxamide C[C@H]1O[C@H](CN(C1)C1=C2C=CC=NC2=C(C=C1)C(F)(F)F)C(=O)NCC1CN(CCO1)C